N-(4-fluorophenyl)benzamide hydrochloride Cl.FC1=CC=C(C=C1)NC(C1=CC=CC=C1)=O